NC1=CC=C(C=C1)SC1=CC(=CC2=CC=CC=C12)NC1=CC=CC=C1 4-((4-aminophenyl)thio)-2-naphthylaniline